1-(3-fluorophenyl)-2-((1-methyl-1H-tetrazol-5-yl)sulfinyl)ethan-1-one FC=1C=C(C=CC1)C(CS(=O)C1=NN=NN1C)=O